[Ir].C1(=CC=CC=C1)C1=NC2=CC=CC=C2C=C1.C1(=CC=CC=C1)C1=NC2=CC=CC=C2C=C1 bis(phenylquinoline) iridium